C(C)(C)(C)C=1C=C(C(=C(C1)C(C(=O)O)N1C[C@@H](CC1)N(CCCCCC1=NC=2NCCCC2C=C1)C)OC)F 2-(5-(tert-butyl)-3-fluoro-2-methoxyphenyl)-2-((R)-3-(methyl(5-(5,6,7,8-tetrahydro-1,8-naphthyridin-2-yl)pentyl)amino)pyrrolidin-1-yl)acetic acid